NC(C(O)(O)C)(C)O 2-amino-2-hydroxyl-methyl-propandiol